2-{1-[4-(hydroxymethyl)phenyl]-1H-pyrazol-3-yl}-N-[5-(trifluoromethyl)-1,3-thiazol-2-yl]acetamide OCC1=CC=C(C=C1)N1N=C(C=C1)CC(=O)NC=1SC(=CN1)C(F)(F)F